sodium 5-(2-fluoro-3-methoxyphenyl)-3-(2-fluoro-6-(trifluoromethyl)benzyl)-1-(2-(hydroxyimino)-2-phenylethyl)-4-methylpyridine-2,6(1H,3H)-dione FC1=C(C=CC=C1OC)C1=C(C(C(N(C1=O)CC(C1=CC=CC=C1)=NO)=O)CC1=C(C=CC=C1C(F)(F)F)F)C.[Na]